(S)-benzyl (5-acrylamido-1-(4-benzoylpiperazin-1-yl)-1-oxopentan-2-yl)carbamate C(C=C)(=O)NCCC[C@@H](C(=O)N1CCN(CC1)C(C1=CC=CC=C1)=O)NC(OCC1=CC=CC=C1)=O